5-(2-(2,6-dioxopiperidin-3-yl)-1-oxoisoindolin-5-yl)pent-4-yn O=C1NC(CCC1N1C(C2=CC=C(C=C2C1)C#CCCC)=O)=O